OC1=CC=C(C(=O)NCC(=O)O)C=C1 2-[(4-hydroxybenzoyl)amino]acetic acid